tert-Butyl 4-(6-cyanopyrimidin-4-yl)piperazine-1-carboxylate C(#N)C1=CC(=NC=N1)N1CCN(CC1)C(=O)OC(C)(C)C